COC(/C(=C/OC)/OC1=C(C=CC(=C1)N1N=C(C=C1)C(C)C)C)=O.C(C)(C)O[SiH2]OC(C)C di(iso-propoxy)silane methyl-(Z)-2-[5-(3-isopropylpyrazol-1-yl)-2-methyl-phenoxy]-3-methoxy-prop-2-enoate